N1(CCCC1)CC1=CNC2=CC(=CC=C12)C=O 3-(pyrrolidin-1-ylmethyl)-1H-indole-6-carbaldehyde